sodium ((2R,3S,5R)-5-(2,4-dioxopyrimidin-1(2H)-yl)-tetrahydrofuran-2-yl)-methyl butyl hydrogen phosphate P(=O)(OC[C@@H]1O[C@H](CC1)N1C(NC(C=C1)=O)=O)(OCCCC)O.[Na]